OCCOCCOCCBr 2-(2-Hydroxyethoxyethoxy)ethyl bromide